CC1=CC=C(C=C1)S(=O)(=O)O\N=C(\C1=NC=C(C=C1[S@](=O)CC)C(C)(C)C#N)/N [(Z)-[amino-[5-(1-cyano-1-methyl-ethyl)-3-[(R)-ethylsulfinyl]-2-pyridyl]methylene]amino] 4-methylbenzenesulfonate